[K+].OC(CCCC)C1=C(C(=O)[O-])C=CC=C1 2-(α-Hydroxypentyl)benzoic acid potassium salt